6-fluoro-4-iodoisoquinolin-1(2H)-one FC=1C=C2C(=CNC(C2=CC1)=O)I